NC1CCN(CC1)C1CCN(CC1)CC1=C2C=C(N(C2=CC=C1)CC(F)(F)F)C#CCNC=1C=CC(=NC1)C(C#N)(C)C 2-(5-{[3-(4-{[4-(4-aminopiperidin-1-yl)piperidin-1-yl]methyl}-1-(2,2,2-trifluoroethyl)-1H-indol-2-yl)prop-2-yn-1-yl]amino}pyridin-2-yl)-2-methylpropanenitrile